O1CCN(CC1)C=1C=C(C=CC1)C(C)=O 1-(3-morpholinophenyl)ethan-1-one